(7S)-N-((S)-1-cyano-2-(4-(3-methyl-2-oxo-2,3-dihydrobenzo[d]oxazol-5-yl)phenyl)ethyl)-6-oxa-2-azabicyclo[3.2.1]octane-7-carboxamide C(#N)[C@H](CC1=CC=C(C=C1)C=1C=CC2=C(N(C(O2)=O)C)C1)NC(=O)[C@H]1OC2CCNC1C2